C(#N)[C@H](C[C@H]1C(NCCC1)=O)NC(=O)[C@H]1N([C@@H]2CC([C@H]1CC2)(F)F)C([C@@H](CC2CC2)NC=2C=NC=C(C2)C)=O (1S,3S,4S)-N-((S)-1-cyano-2-((S)-2-oxopiperidin-3-yl)ethyl)-2-((R)-3-cyclopropyl-2-((5-methylpyridin-3-yl)amino)propanoyl)-5,5-difluoro-2-azabicyclo[2.2.2]octane-3-carboxamide